FC=1C(=CC2=C(NC=N2)C1)S(=O)(=O)NC(=O)NC1=C2CCCC2=CC=2CCCC12 1-(6-Fluoro-1H-benzoimidazole-5-sulfonyl)-3-(1,2,3,5,6,7-hexahydro-s-indacen-4-yl)-urea